C(=C)C=1SC=CN1 vinyl-thiazole